S1CN(C2=C1C=CC=C2)C(=O)C2=CC(=C(C(=C2)Cl)O)Cl benzo[d]thiazole-3(2H)-yl-(3,5-dichloro-4-hydroxyphenyl)methanone